dipentyl 2,2-diisobutylsuccinate C(C(C)C)C(C(=O)OCCCCC)(CC(=O)OCCCCC)CC(C)C